2-(1,2,3-thiadiazol-4-ylmethyl)-1H-imidazo[4,5-c]Quinoline S1N=NC(=C1)CC=1NC2=C(C=NC=3C=CC=CC23)N1